tert-butyl ((3S,4S)-8-(5-((3-chloro-2-((tetrahydro-2H-pyran-4-yl)oxy)pyridin-4-yl)thio)-3-(hydroxymethyl)-6-methylpyrazin-2-yl)-3-methyl-2-oxa-8-azaspiro[4.5]decan-4-yl)carbamate ClC=1C(=NC=CC1SC=1N=C(C(=NC1C)N1CCC2([C@@H]([C@@H](OC2)C)NC(OC(C)(C)C)=O)CC1)CO)OC1CCOCC1